1-(pyrimidin-2-yl)-5-(trifluoromethyl)-1H-pyrazole-4-carboxylic acid N1=C(N=CC=C1)N1N=CC(=C1C(F)(F)F)C(=O)O